CC1=CC(=NN1)C1=NC=2C=C(N=C(C2C=C1)NC1CC2CCC(C1)N2CC2COC2)N (5-methyl-1H-pyrazol-3-yl)-N5-((3-exo)-8-(oxetan-3-ylmethyl)-8-azabicyclo[3.2.1]oct-3-yl)-1,6-diazanaphthalen-5,7-diamine